ClC1=C(N=C(NC1=O)C1=CC=NC=C1)N1CCC(CC1)O 5-chloro-4-(4-hydroxy-1-piperidinyl)-2-(4-pyridinyl)-1H-pyrimidin-6-one